CC=1N=C(C2=C(N1)OC=C2C(=O)NCC2=CC=C(C=C2)C)NC2(CC2)C methyl-4-[(1-methylcyclopropyl)amino]-N-[(4-methylphenyl)methyl]furo[2,3-d]pyrimidine-5-carboxamide